C(C)(=O)N([C@@]1(C(O)O[C@@H]([C@H]([C@@H]1O)O)CO)C(C)=O)C(C)=O diacetyl-2-acetylmannosamine